5,5-dimethyl-2-methoxycarbonylcyclohexanone CC1(CCC(C(C1)=O)C(=O)OC)C